C(C)(C)(C)OC(=O)C=1C=C(OCC=2C=CC(=C(C(=O)O)C2)OC)C=CC1 5-((3-(tert-butoxycarbonyl)phenoxy)methyl)-2-methoxybenzoic acid